C(C)(C)(C)C1=CC=C(C=C1)[C@H]1OC2=CC(=NC(NS(C=3C=CC=C(C(N[C@H]1C)=O)C3)(=O)=O)=N2)C2=C(C=CC=C2C)C (10R,11S)-10-(4-tert-Butylphenyl)-6-(2,6-dimethylphenyl)-11-methyl-2,2-dioxo-9-oxa-2λ6-thia-3,5,12,19-tetrazatricyclo[12.3.1.14,8]nonadeca-1(18),4(19),5,7,14,16-hexaen-13-one